(5-nitro-2-pyridyl) disulfide [N+](=O)([O-])C=1C=CC(=NC1)SSC1=NC=C(C=C1)[N+](=O)[O-]